Spirobiindene C12(C=CC3=CC=CC=C13)C=CC1=CC=CC=C12